C(C)(C)C=1C=C(C=CC1)C1=NC2=C(N1)C=CC(=C2)N 2-(3-isopropylphenyl)-1H-benzo[d]imidazol-5-amine